N-((1R,2S)-2-Acrylamidocyclopentyl)-5-(2-methyl-4-((6-methylpyridin-2-yl)oxy)phenyl)-4-oxo-4,5-dihydro-3H-1-thia-3,5,8-triazaacenaphthylene-2-carboxamide C(C=C)(=O)N[C@@H]1[C@@H](CCC1)NC(=O)C=1SC=2N=CC=C3N(C(NC1C23)=O)C2=C(C=C(C=C2)OC2=NC(=CC=C2)C)C